CC1(OB(OC1(C)C)C1=C(C(=C2C(SC=3C2=C(C(=C(C3[2H])[2H])C3=CC=CC=C3)[2H])=C1[2H])[2H])[2H])C 4,4,5,5-tetramethyl-2-(8-phenyldibenzo[b,d]thiophen-3-yl-1,2,4,6,7,9-d6)-1,3,2-dioxaborolane